4-methyl-2,3-dihydro-1h-pyrrolo[3,4-c]-quinoline CC1=NC=2C=CC=CC2C2=C1CNC2